N-[(2R)-1-hydroxybut-2-yl]-6-(4-methylphenyl)-2-(1-methyl-1H-pyrazol-4-yl)-3-oxo-2,3-dihydropyridazine-4-carboxamide OC[C@@H](CC)NC(=O)C=1C(N(N=C(C1)C1=CC=C(C=C1)C)C=1C=NN(C1)C)=O